C(C)(C)(C)N1N=C(C=C1NC(OCC1=CC=CC=C1)=O)C1CC(C1)O[Si](C1=CC=CC=C1)(C1=CC=CC=C1)C(C)(C)C benzyl (1-(tert-butyl)-3-((1s,3s)-3-((tert-butyldiphenylsilyl)oxy)cyclobutyl)-1H-pyrazol-5-yl)carbamate